C(C)N1C[C@@H](CCC1)NC=1C(N(C(=NN1)C1=C(C=C(C=C1)S(F)(F)(F)(F)F)O)C)=O 6-[[(3R)-1-Ethyl-3-piperidyl]amino]-3-[2-hydroxy-4-(pentafluoro-λ6-sulfanyl)phenyl]-4-methyl-1,2,4-triazin-5-on